tert-butyl (3S)-3-[[8-carbamoyl-6-(4-[8-oxa-3-azabicyclo[3.2.1]octan-3-ylmethyl]phenyl) pyrido[3,2-d]pyrimidin-4-yl]amino]piperidine-1-carboxylate C(N)(=O)C1=CC(=NC2=C1N=CN=C2N[C@@H]2CN(CCC2)C(=O)OC(C)(C)C)C2=CC=C(C=C2)CN2CC1CCC(C2)O1